(S)-2'-methoxy-1,1'-binaphthyl-2-sulfonyl fluoride COC1=C(C2=CC=CC=C2C=C1)C=1C(=CC=C2C=CC=CC12)S(=O)(=O)F